5-(2-ethoxypyridin-3-yl)-N-((5-(fluoromethyl)isoxazol-3-yl)methyl)-1-isopropyl-N-(4-methoxybenzyl)-3-methyl-1H-pyrazolo[4,3-b]pyridin-7-amine C(C)OC1=NC=CC=C1C1=CC(=C2C(=N1)C(=NN2C(C)C)C)N(CC2=CC=C(C=C2)OC)CC2=NOC(=C2)CF